COC1=CC=C(C=C1)SC(=O)NC1=C(C(=O)O)C=CC=C1 2-((((4-methoxyphenyl)thio)carbonyl)amino)benzoic acid